N1C(C=CCC1)=O 5,6-dihydropyridin-2(1H)-one